FC1C(C(C2(C(C(C(C(C2=C1)=O)(C#N)F)(C#N)F)=O)F)(C#N)F)(C#N)F hexafluorotetracyano-naphthoquinone